P=O phosphine-di-yl oxide